C(=C)C(C1=CC=CC=C1)C[N+](C)(C)C (vinylbenzyl)tetramethylammonium